2-(5-(4-((2-azaspiro[3.3]heptan-6-yl)amino)phenyl)-6-aminopyridazin-3-yl)phenol C1NCC12CC(C2)NC2=CC=C(C=C2)C=2C=C(N=NC2N)C2=C(C=CC=C2)O